Octadecyl-ammonium oleoyl-sarcosinate C(CCCCCCC\C=C/CCCCCCCC)(=O)N(C)CC(=O)[O-].C(CCCCCCCCCCCCCCCCC)[NH3+]